COC=1C(=C(C(=CC1)C)C1=NC(=CC2=C1N=CNC2=O)C(F)(F)F)C 8-(3-methoxy-2,6-dimethylphenyl)-6-(trifluoromethyl)pyrido[3,4-d]pyrimidin-4(3H)-one